N-BUTYL-2-(3-FORMYLPIPERIDIN-1-YL)ACETAMIDE C(CCC)NC(CN1CC(CCC1)C=O)=O